N=1NN=NC1C1=C(C(=O)O)C=C(C(=C1)C(=O)O)C=1N=NNN1 2,5-di(2H-tetrazole-5-yl)terephthalic acid